5-(2-(4-(3-hydroxy-4-(4-methyl-3-(thien-3-ylethynyl)phenyl)butyl)-2-oxo-1,3,4-thiadiazin-3-yl)ethyl)thiophene-2-carboxylic acid OC(CCN1N(C(SC=C1)=O)CCC1=CC=C(S1)C(=O)O)CC1=CC(=C(C=C1)C)C#CC1=CSC=C1